1-((p-nitrophenyl)azo)-2-naphthol [N+](=O)([O-])C1=CC=C(C=C1)N=NC1=C(C=CC2=CC=CC=C12)O